C(C)(C)(C)C1=NN(C(=C1)N)C1=CC(=CC=C1)F 3-(tert-butyl)-1-(3-fluorophenyl)-1H-pyrazol-5-amine